10-((2-chloro-3-nitropyridin-4-yl)oxy)-3,4-dihydro-2H-pyrimido[1,2-c]quinazoline ClC1=NC=CC(=C1[N+](=O)[O-])OC1=CC=2C=3N(C=NC2C=C1)CCCN3